1-{4-[(4-ethynylthiophen-3-yloxy)methyl]phenyl}-N,N-dimethylmethylamine C(#C)C=1C(=CSC1)OCC1=CC=C(C=C1)CN(C)C